FC=1C=C2C(=NC1)NC(=N2)N[C@@H]2C[C@H](CC2)NC2=CC=C(C=N2)N2C(C=CC=C2)=O 6'-(((1S,3S)-3-((6-Fluoro-3H-imidazo[4,5-b]pyridin-2-yl)amino)cyclopentyl)amino)-2H-[1,3'-bipyridin]-2-one